4-amino-2R-methyl-butanoic acid ethyl ester sodium salt [Na].C(C)OC([C@@H](CCN)C)=O